FC(CN1C=NC2=C1C=C(C=C2)C=2C(=CN1N=C(N=C(C12)OC)N[C@@H]1[C@H](CN(CC1)CCOC)F)F)F 5-(1-(2,2-difluoroethyl)-1H-benzo[d]imidazol-6-yl)-6-fluoro-N-((3S,4S)-3-fluoro-1-(2-methoxyethyl)piperidin-4-yl)-4-methoxypyrrolo[2,1-f][1,2,4]triazin-2-amine